(1S,2R,3R,5R)-3-((S)-(4-chlorophenyl)(hydroxy)methyl)-5-((E)-4-(2-methylhydrazineylidene)-4,7-dihydro-1H-pyrazolo[3,4-d]pyrimidin-1-yl)cyclopentane-1,2-diol ClC1=CC=C(C=C1)[C@H]([C@@H]1[C@H]([C@H]([C@@H](C1)N1N=CC\2=C1NC=N/C2=N/NC)O)O)O